5-[3-(2-methoxy-4-methylsulfonyl-anilino)prop-1-ynyl]-3-(2,2,2-trifluoro-1-hydroxy-ethyl)benzofuran-7-carboxylic acid COC1=C(NCC#CC=2C=C(C3=C(C(=CO3)C(C(F)(F)F)O)C2)C(=O)O)C=CC(=C1)S(=O)(=O)C